CC1=CC=C(C=C1)C1N(CC1)S(=O)(=O)C1=CC=C(C)C=C1 2-(4-methylphenyl)-N-p-toluenesulfonyl-azetidine